CC(C(=O)N1C[C@H]2OC3=C([C@@H]1C2)C=NC=C3C#N)(C)OC(F)(F)F (2S,5S)-4-(2-methyl-2-(trifluoromethoxy)propanoyl)-2,3,4,5-tetrahydro-2,5-methanopyrido[3,4-f][1,4]oxazepine-9-carbonitrile